ClC1=C2C(=CN=CC2=CC=C1)N1CC=2N=CN=C(C2CC1)N1C[C@@H](NCC1)CC#N 2-[(2S)-4-[7-(5-chloro-4-isoquinolyl)-6,8-dihydro-5H-pyrido[3,4-d]pyrimidin-4-yl]piperazin-2-yl]acetonitrile